ClC1=CC=C(C=C1)N1C(C=CC1=O)=O 1-(4-chlorophenyl)-1H-pyrrole-2,5-dione